BrC1=CC(=CC2=CC=C(C(=C12)OC)F)NC(C(C)(C)O)=O N-(4-bromo-6-fluoro-5-methoxynaphthalen-2-yl)-2-hydroxy-2-methylpropanamide